(E)-1-butoxy-2,5-dimethoxy-4-(2-nitroprop-1-en-1-yl)benzene Thallium chloride [Cl-].[Tl+].C(CCC)OC1=C(C=C(C(=C1)OC)\C=C(/C)\[N+](=O)[O-])OC